F[P-](F)(F)(F)(F)F.C(C=C)[Ni+] allylnickel hexafluorophosphate